CS(=O)(=O)[O-].C(CCCCCCC)[N+]1=CC=C(C=C1)CCC 1-octyl-4-propylpyridinium methanesulfonate